FC(C1=NN=C(O1)C1=CC(=C(CN2C(N(C3=C2C=C(C=C3)C(F)(F)F)C3CCN(CC3)S(=O)(=O)C)=O)C=C1)F)F 3-(4-(5-(difluoromethyl)-1,3,4-oxadiazol-2-yl)-2-fluorobenzyl)-1-(1-(methylsulfonyl)piperidin-4-yl)-5-(trifluoromethyl)-1,3-dihydro-2H-benzo[d]imidazol-2-one